C(C)(C)(C)OC(=O)N1[C@@H]([C@H](C1)NC1CC1)C (2R,3S)-3-(cyclopropylamino)-2-methylazetidine-1-carboxylic acid tert-butyl ester